(+/-)-4-[4-(2,6-difluoro-4-{[5-(hydroxymethyl)-5-methyl-5,6-dihydro-4H-1,3-oxazin-2-yl]amino}phenoxy)-1H-pyrrolo[2,3-b]pyridin-3-yl]-2-[(propan-2-yl)oxy]benzonitrile FC1=C(OC2=C3C(=NC=C2)NC=C3C3=CC(=C(C#N)C=C3)OC(C)C)C(=CC(=C1)NC=1OC[C@@](CN1)(C)CO)F |r|